FC1=C(C(=C(C=C1C1=NN(C2=NC(=NC=C21)N2CCC(CC2)(C)OC)C)C(F)(F)F)F)O 2,6-Difluoro-3-(6-(4-methoxy-4-methylpiperidin-1-yl)-1-methyl-1H-pyrazolo[3,4-d]pyrimidin-3-yl)-5-(trifluoromethyl)phenol